N1N=NC2=C1C=C(C=C2)C=2C=CC(=C(C(=O)NC1=CC=C(C=C1)COCC1=CC=CC=C1)C2)F 5-(1H-benzo[d][1,2,3]triazol-6-yl)-N-(4-((benzyloxy)methyl)phenyl)-2-fluorobenzamide